O1CC(CC1)NC(=O)C1=NC=CN=C1 N-(tetrahydrofuran-3-yl)pyrazine-2-carboxamide